tert-butyl 1-(3-(methoxycarbonyl)benzyl)-1H-pyrazole-4-carboxylate COC(=O)C=1C=C(CN2N=CC(=C2)C(=O)OC(C)(C)C)C=CC1